4-Cyclopentene C1CCC=C1